bis((7-(4-(4-(benzo[b]thiophen-4-yl)piperazin-1-yl)butoxy)-2-oxoquinolin-1(2H)-yl)methyl) adipate C(CCCCC(=O)OCN1C(C=CC2=CC=C(C=C12)OCCCCN1CCN(CC1)C1=CC=CC=2SC=CC21)=O)(=O)OCN2C(C=CC1=CC=C(C=C21)OCCCCN2CCN(CC2)C2=CC=CC=1SC=CC12)=O